ClC=1C=C(C=CC1F)NC1=C2C=C(NC2=CC(=C1)NC(C)=O)C(=O)OCC Ethyl 4-((3-chloro-4-fluorophenyl) amino)-6-acetylamino-1H-indole-2-carboxylate